N-(4-(6-ethoxypyridin-3-yl)-3-fluoro-5-(2H-tetrazol-5-yl)phenyl)-4-(trifluoromethyl)piperidine-1-carboxamide C(C)OC1=CC=C(C=N1)C1=C(C=C(C=C1C=1N=NNN1)NC(=O)N1CCC(CC1)C(F)(F)F)F